(R)-dimethyl((2-(6-methyl-1H-pyrrolo[2,3-b]pyridin-4-yl)-6-(3-methylmorpholino)pyrimidin-4-yl)imino)-λ6-sulfanone CS(=O)(=NC1=NC(=NC(=C1)N1[C@@H](COCC1)C)C1=C2C(=NC(=C1)C)NC=C2)C